N12CCCC2(CC1)COC1=NC=2[C@@H]([C@]3(CCC4=C(C=CC=C34)Cl)CCC2C(=N1)N1C[C@@H](N(CC1)C(C(=C)F)=O)CC#N)F 2-[(2S)-4-[(7S,8R)-2-(1-azabicyclo[3.2.0]hept-5-ylmethoxy)-4'-chloro-8-fluoro-spiro[6,8-dihydro-5H-quinazolin-7,1'-indan]-4-yl]-1-(2-fluoroprop-2-enoyl)piperazin-2-yl]acetonitrile